tigloylchloride C(\C(\C)=C\C)(=O)Cl